2-(acryloyloxy)ethyl-N,N,N-trimethylammonium chloride [Cl-].C(C=C)(=O)OCC[N+](C)(C)C